N-(2-(2-aminoethoxy)ethyl)-2-chloro-4-((3-(2,3-difluoro-4-methoxyphenyl)imidazo[1,2-a]pyrazin-8-yl)amino)benzamide NCCOCCNC(C1=C(C=C(C=C1)NC=1C=2N(C=CN1)C(=CN2)C2=C(C(=C(C=C2)OC)F)F)Cl)=O